BrC1=COC2=C1C=CC(=C2)[N+](=O)[O-] 3-bromo-6-nitrobenzofuran